C(C)(=O)C1=C(C=C(C=C1O)C(C)N(C(=O)NC1(CC(C1)(F)F)C(=O)O)CCCCC1=CC=CC=C1)OCC 1-({[1-(4-Acetyl-3-ethoxy-5-hydroxyphenyl)ethyl](4-phenylbutyl)carbamoyl}amino)-3,3-difluorocyclobutane-1-carboxylic acid